CC1=NOC(=C1C1=C(C(=C(C=C1CCCCC)O)C1=C(C=CC(=C1)C)C(=C)C)O)C 3-(3,5-dimethylisoxazol-4-yl)-5'-methyl-4-pentyl-2'-(prop-1-en-2-yl)-[1,1'-biphenyl]-2,6-diol